BrC1=CC(=C(C=C1)C(CNC(C1=C(C=CC=C1)OC)=O)O[Si](C)(C)C(C)(C)C)C N-[2-(4-bromo-2-methyl-phenyl)-2-[tert-butyl-(dimethyl)silyl]oxy-ethyl]-2-methoxy-benzamide